NC1=C(C=C(C=C1)CCN1[C@H](O[C@H](C1=O)C)C=1C(=NN(C1)C1=CC=C(C=C1)Br)C1=CC=C(C=C1)F)Cl (2r,5s)-3-(4-amino-3-chlorophenyl-ethyl)-2-(1-(4-bromophenyl)-3-(4-fluorophenyl)-1H-pyrazol-4-yl)-5-methyl-oxazolidin-4-one